methyl 1-(4-methoxybenzyl)-3-(4,4,5,5-tetramethyl-1,3,2-dioxaborolan-2-yl)-1H-pyrazole-5-carboxylate COC1=CC=C(CN2N=C(C=C2C(=O)OC)B2OC(C(O2)(C)C)(C)C)C=C1